ClC=1C(=NC(=NC1)N[C@@H]1CN(CCC1)C(=O)OC(C)(C)C)C1=CN(C2=C(C(=CC=C12)C#N)S(=O)(=O)C)COCC[Si](C)(C)C tert-butyl (3S)-3-[[5-chloro-4-[6-cyano-7-methylsulfonyl-1-(2-trimethyl silylethoxymethyl) indol-3-yl]pyrimidin-2-yl]amino]piperidine-1-carboxylate